6-(1-(1-([1,1'-Biphenyl]-4-yl)ethyl)-4-fluoro-1H-indol-7-carboxamido)spiro[3.3]heptan C1(=CC=C(C=C1)C(C)N1C=CC2=C(C=CC(=C12)C(=O)NC1CC2(CCC2)C1)F)C1=CC=CC=C1